The molecule is an N-(adenosin-N(6)-ylcarbonyl)threonine in which the threonine portion has L-configuration. It has a role as an Escherichia coli metabolite and a human metabolite. It is a N-(adenosin-N(6)-ylcarbonyl)threonine and a L-threonine derivative. It derives from an adenosine. It is a conjugate acid of a N-[(9-beta-D-ribofuranosylpurin-6-yl)carbamoyl]threonate. C[C@H]([C@@H](C(=O)O)NC(=O)NC1=C2C(=NC=N1)N(C=N2)[C@H]3[C@@H]([C@@H]([C@H](O3)CO)O)O)O